N1C([C@H](O)[C@@H](O)[C@H](O)[C@]1(O)CO)O 1,5-imino-D-glucitol